CN1N=C2[C@@H](N(CCC2=C1C1=CC(=NN1C)C(F)(F)F)C(=O)C1=CC2=C(N=C(S2)C)C=C1)C (S)-(2,7-Dimethyl-3-(1-methyl-3-(trifluoromethyl)-1H-pyrazol-5-yl)-2,4,5,7-tetrahydro-6H-pyrazolo[3,4-c]pyridin-6-yl)(2-methylbenzo[d]thiazol-6-yl)methanone